6-bromo-3-methylcinnolin-4(1H)-one BrC=1C=C2C(C(=NNC2=CC1)C)=O